C(CCCCCCCCCCCCCCCCCCCC)(=O)O Henicosanoic acid